2-(2-pyridylthio)ethanol N1=C(C=CC=C1)SCCO